BrC1=CC=C(C=C1)/C=C/C(=O)N1C(OCC1)=O (E)-3-(3-(4-bromophenyl)acryloyl)oxazolidin-2-one